C(CCC)NCCC[Si](OC)(OC)OC n-BUTYLAMINOPROPYLTRIMETHOXYSILANE